6-((2S,5R)-4-((4-fluorophenyl)(5-(trifluoromethoxy)pyridin-2-yl)methyl)-2,5-dimethylpiperazin-1-yl)-2-hydrazineyl-9-(((S)-tetrahydrofuran-2-yl)methyl)-9H-purine FC1=CC=C(C=C1)C(N1C[C@@H](N(C[C@H]1C)C1=C2N=CN(C2=NC(=N1)NN)C[C@H]1OCCC1)C)C1=NC=C(C=C1)OC(F)(F)F